tert-Butyl 4-(but-3-en-1-yl)-2-chlorobenzoate C(CC=C)C1=CC(=C(C(=O)OC(C)(C)C)C=C1)Cl